FC(C(=O)O)(F)F.C(C1=CC=NC=C1)(=O)N isonicotinamide 2,2,2-trifluoroacetate